CS(=O)(=O)CN1N=C(C(=C1)N)OC1COC1 1-((methylsulfonyl)methyl)-3-(oxetan-3-yloxy)-1H-pyrazol-4-amine